C(#N)C1=CC=C(C=C1)[C@H](CC=O)C (S)-3-(4-cyanophenyl)butanal